C=1N=CN2C1C1=CC=CC=C1C2C2C(CCCC2)O 2-(5H-Imidazo[5,1-a]isoindol-5-yl)cyclohexan-1-ol